2-{[5-(4-fluoroindole-1-sulfonyl)-2-fluoro-4-methoxyphenyl]carbamoyl}benzoic acid FC1=C2C=CN(C2=CC=C1)S(=O)(=O)C=1C(=CC(=C(C1)NC(=O)C1=C(C(=O)O)C=CC=C1)F)OC